FC(C(=O)O)(F)F.NC1(CCN(CC1)C1=CN=C2C(=N1)NN=C2C2=C(N=NC=C2)Cl)CO (4-amino-1-(3-(3-chloropyridazin-4-yl)-1H-pyrazolo[3,4-b]pyrazin-6-yl)piperidin-4-yl)-methanol trifluoroacetate